(E)-3-(4-chlorophenyl)-1-phenylpropan-2-ene ClC1=CC=C(C=C1)/C=C/CC1=CC=CC=C1